FC1=C(OC2=CC=C(C=C2)NC2=NC=NC3=CC=C4C(=C23)OCCN4)C=C(C=C1)F N-(4-(2,5-difluorophenoxy)phenyl)-3,4-dihydro-2H-[1,4]oxazino[2,3-f]quinazolin-10-amine